3,3-bis(carbazol-9-yl)biphenyl C1=CC=CC=2C3=CC=CC=C3N(C12)C1(CC(=CC=C1)C1=CC=CC=C1)N1C2=CC=CC=C2C=2C=CC=CC12